C(CCCCCCCCCCCCCCCCCCCCCCC)(=O)OCCCCCCCCCCCCCCCCCCCCCC docosanyl n-tetracosanoate